FC(C1=CC2=C(N=C(N=C2)NC2(CCN(CC2)S(=O)(=O)C([2H])([2H])[2H])[2H])N(C1=O)[C@H]1[C@H](CCC1)C)([2H])F (-)-6-(difluoromethyl-d)-8-((1R,2S)-2-methylcyclopentyl)-2-((1-((methyl-d3)sulfonyl)piperidin-4-yl-4-d)-amino)pyrido[2,3-d]pyrimidin-7(8H)-one